C(#N)C=1C=CC(=NC1)N1CCN(CC1)C(=O)C=1C=C(CC2=NNC(C3=CC=C(C=C23)SCCC(=O)OCC(CCCC)CC)=O)C=CC1F 2-ethylhexyl 3-((4-(3-(4-(5-cyanopyridin-2-yl)piperazine-1-carbonyl)-4-fluorobenzyl)-1-oxo-1,2-dihydrophthalazin-6-yl)thio)propanoate